FC1=C(COC=2C=C(C=C3C=C(NC23)CN2C(C(=CC=C2)NC([C@H](CC\C=C\C(=O)N(C)C)NC(OCCOC)=O)=O)=O)F)C=CC(=C1)F 2-methoxyethyl (S,E)-(1-((1-((7-((2,4-difluorobenzyl)oxy)-5-fluoro-1H-indol-2-yl)methyl)-2-oxo-1,2-dihydropyridin-3-yl)amino)-7-(dimethylamino)-1,7-dioxohept-5-en-2-yl)carbamate